O[C@@H](C)C1CC(C1)NC(OC(C)(C)C)=O tert-butyl ((1S,3r)-3-((S)-1-hydroxyethyl)cyclobutyl)carbamate